(1R,3S,4R)-N-[(1S)-1-cyano-2-[(3R)-2-oxo-3-piperidyl]ethyl]-2-[(2R)-3,3-dimethyl-2-[(2,2,2-trifluoroacetyl)amino]butanoyl]-5,5-difluoro-2-azabicyclo[2.2.2]octane-3-carboxamide C(#N)[C@H](C[C@@H]1C(NCCC1)=O)NC(=O)[C@H]1N([C@H]2CC([C@@H]1CC2)(F)F)C([C@@H](C(C)(C)C)NC(C(F)(F)F)=O)=O